trimethoxypyridine COC1=C(C(=NC=C1)OC)OC